2,2-Di-(4,4-Di(tert-butylperoxy)cyclohexyl)propane C(C)(C)(C)OOC1(CCC(CC1)C(C)(C)C1CCC(CC1)(OOC(C)(C)C)OOC(C)(C)C)OOC(C)(C)C